F[C@@H]1C[C@@H](CN(C1)C)N(S(=O)(=O)NC(=O)N)C=1C=NN(C1)C 1-{[(3s,5r)-5-fluoro-1-methylpiperidin-3-yl](1-methyl-1H-pyrazol-4-yl)sulfamoyl}urea